C(C)(C)(C)OC(N[C@@H]1CN(CCC1)C1=CC(=C(C=C1)C(NC1=CC=C(C=C1)C)=O)N)=O (S)-(1-(3-amino-4-((4-methylphenyl)carbamoyl)phenyl)piperidin-3-yl)carbamic acid tert-butyl ester